2-((1-(6-methyl-4-oxo-2-(piperazin-1-yl)-4H-chromen-8-yl)ethyl)amino)benzoic acid CC=1C=C2C(C=C(OC2=C(C1)C(C)NC1=C(C(=O)O)C=CC=C1)N1CCNCC1)=O